N-phenyl-3-(thiophene-2-sulfonamido)benzamide C1(=CC=CC=C1)NC(C1=CC(=CC=C1)NS(=O)(=O)C=1SC=CC1)=O